5-bromo-2-chlorophenyl-4'-ethoxybenzophenone BrC=1C=CC(=C(C1)C1=C(C(=O)C2=CC=C(C=C2)OCC)C=CC=C1)Cl